CC=1N=NN2C1C1=C(C(CC2)NC=2C=C(C=CC2)CC(=O)O)C=C(C=C1)C=1C=NN(C1)C 2-(3-((1-methyl-9-(1-methyl-1H-pyrazol-4-yl)-6,7-dihydro-5H-benzo[c][1,2,3]triazolo[1,5-a]azepin-7-yl)amino)phenyl)acetic acid